anti-Alpha-galactose O[C@@H]1[C@H](O)[C@@H](O)[C@@H](O)[C@H](O1)CO